N-[2-(2-cyano-5-methoxyphenyl)-5-(2,6-difluoro-4-methoxyphenyl)-1-methyl-3-oxo-2,3-dihydro-1H-pyrazol-4-yl]-4-(difluoromethoxy)benzamide C(#N)C1=C(C=C(C=C1)OC)N1N(C(=C(C1=O)NC(C1=CC=C(C=C1)OC(F)F)=O)C1=C(C=C(C=C1F)OC)F)C